tert-butyl 4-[3-fluoro-4-(2-methoxy-2-oxoethyl)phenyl]-3,6-dihydro-2H-pyridine-1-carboxylate Methyl-2-(4-bromo-2-fluorophenyl)acetate COC(CC1=C(C=C(C=C1)Br)F)=O.FC=1C=C(C=CC1CC(=O)OC)C=1CCN(CC1)C(=O)OC(C)(C)C